4-(5-{[(5-chlorothiophen-2-yl)methyl]sulfanyl}-3-[1-(pyrrolidine-1-carbonyl)-3-(trifluoromethyl)azetidin-2-yl]-1H-pyrazole-1-carbonyl)-1,3-thiazole ClC1=CC=C(S1)CSC1=CC(=NN1C(=O)C=1N=CSC1)C1N(CC1C(F)(F)F)C(=O)N1CCCC1